4,4'-Dimethyl-2,2'-bipyridine CC1=CC(=NC=C1)C1=NC=CC(=C1)C